(2S)-4-formyl-2-(4-(methoxycarbonyl)phenyl)piperidine-1-carboxylic acid benzyl ester C(C1=CC=CC=C1)OC(=O)N1[C@@H](CC(CC1)C=O)C1=CC=C(C=C1)C(=O)OC